C(C)S(=O)(=O)C1=CC=C(C=C1)[C@H](CO)NC(C1=C(C=CC=C1)OC)=O N-((R)-1-(4-(ethylsulfonyl)phenyl)-2-hydroxyethyl)-2-methoxybenzamide